P(OC1=CC=CC=C1)(OCCC(=O)NO)=O phenyl (3-(hydroxyamino)-3-oxo-propyl) phosphonate